8-bromo-6-chloro-3,4-dihydroisoquinoline-2(1H)-carboxylate BrC=1C=C(C=C2CCN(CC12)C(=O)[O-])Cl